2-chloro-4-methyl-N-(5-methyl-1-tetrahydropyran-2-yl-indazol-4-yl)thiazole-5-carboxamide ClC=1SC(=C(N1)C)C(=O)NC1=C2C=NN(C2=CC=C1C)C1OCCCC1